C(C)(C)(C)C1=CC=C(C=C1)CN1C(CCC1CC(N1CCSCC1)=O)=O 1-[(4-tert-butylphenyl)methyl]-5-(2-oxo-2-thiomorpholin-4-ylethyl)pyrrolidin-2-one